aluminum bis(isobutyl acetoacetate) C(C(C)C)CC(CC(=O)[O-])=O.C(C(C)C)CC(CC(=O)[O-])=O.[Al+2]